C(C(=C)C)(=O)[O-].C1(=CC=CC=C1)[P+](OC(C1=C(C=C(C=C1C)C)C)=O)C1=CC=CC=C1 diphenyl-(2,4,6-trimethylbenzoyl)oxyphosphorus methacrylate